C1(CC1)NC(=O)C1=NNC2=CC(=CC=C12)C=1C=NC(=C(C1)C(N[C@H](C)C1=C(C=CC(=C1)OC(F)(F)F)F)=O)OC[2H] N-cyclopropyl-6-(5-{[(1R)-1-[2-fluoro-5-(trifluoromethoxy)-phenyl]ethyl]carbamoyl}-6-(deutero)methoxypyridin-3-yl)-1H-indazole-3-carboxamide